(2S)-4-[(3-{[(tert-butoxy)carbonyl]amino}-3-methylbutyl)carbamoyl]-2-({[(9H-fluoren-9-yl)methoxy]carbonyl}amino)butanoic acid C(C)(C)(C)OC(=O)NC(CCNC(=O)CC[C@@H](C(=O)O)NC(=O)OCC1C2=CC=CC=C2C=2C=CC=CC12)(C)C